FC1=C(C=C(C(=C1)OC(C)C)F)NS(=O)(=O)C1=CNC(=C1)C1=NC=CC=C1 N-(2,5-difluoro-4-isopropoxy-phenyl)-5-(2-pyridyl)-1H-pyrrole-3-sulfonamide